CC(=CCC)CCC1=CC=CC=C1 4-methyl-6-phenylhex-3-en